3-(4-fluoropyridin-2-yl)-2-hydroxycyclohepta-2,4,6-trien-1-one FC1=CC(=NC=C1)C1=C(C(C=CC=C1)=O)O